C(C1=CC=CC=C1)O[C@@H]1C[C@H](N(C1)C(=O)OC(C)(C)C)COS(=O)(=O)C tert-butyl (2S,4R)-4-(benzyloxy)-2-[(methanesulfonyloxy) methyl]pyrrolidine-1-carboxylate